FC1(CC(N(C1)C(=O)OC(C)(C)C)CNS(=O)(=O)C1=CC=C(C=C1)OC(F)(F)F)F tert-butyl 4,4-difluoro-2-(((4-(trifluoromethoxy)phenyl)sulfonamido)methyl)pyrrolidine-1-carboxylate